4-bromo-N-(3-chloro-4-fluorophenyl)-1,2-dimethyl-1H-imidazole-5-carboxamide BrC=1N=C(N(C1C(=O)NC1=CC(=C(C=C1)F)Cl)C)C